spiro[2.3]hexane-1-amine hydrochloride Cl.C1(CC12CCC2)N